ClC=1C=CC=2N(C(C(=C(N2)C2=CC=CC=C2)C(F)(F)F)=O)C1 7-chloro-2-phenyl-3-(trifluoromethyl)-4H-pyrido[1,2-a]pyrimidin-4-one